phenanthrene-3(2H)-one O-(1H-imidazole-1-carbonyl)oxime N1(C=NC=C1)C(=O)ON=C1CC=C2C=CC3=CC=CC=C3C2=C1